methoxyethoxy-ethanol COCCOC(C)O